N-(1-methyl-3-(trifluoromethyl)-1H-pyrazol-5-yl)-3-(pyridine-2-yl)quinoline CN1N=C(C=C1N1CC(=CC2=CC=CC=C12)C1=NC=CC=C1)C(F)(F)F